ClC=1C=CC(=C2C=C(NC12)C(=O)N1[C@H]2CC([C@@H]([C@H]1C(=O)N[C@@H](C[C@H]1C(NCCC1)=O)C#N)CC2)(F)F)F (1R,3S,4R)-2-(7-chloro-4-fluoro-1H-indole-2-carbonyl)-N-[(1S)-1-cyano-2-[(3S)-2-oxo-3-piperidyl]ethyl]-5,5-difluoro-2-azabicyclo[2.2.2]octane-3-carboxamide